C(C1=CC=CC=C1)N1CCC(=CC1)C1=CC=2N(C=C1)C(=CN2)N2C(NC(CC2)=O)=O 1-(7-(1-benzyl-1,2,3,6-tetrahydropyridin-4-yl)imidazo[1,2-a]pyridin-3-yl)dihydropyrimidine-2,4(1H,3H)-dione